diphenyl (2,4,6-trimethylbenzoyl) phosphate P(=O)(OC1=CC=CC=C1)(OC1=CC=CC=C1)OC(C1=C(C=C(C=C1C)C)C)=O